5-methyl-6-oxo-1H-pyridazine-4-carboxylic acid ethyl ester C(C)OC(=O)C=1C=NNC(C1C)=O